5-chloro-2-(2-methylazetidin-1-yl)-6-(trifluoromethyl)pyrimidine ClC=1C=NC(=NC1C(F)(F)F)N1C(CC1)C